FC1=C(C(=CC=C1)O)N1C(C=2N=CN=C(C2C1)C1[C@H](CNCC1)C)=O 6-(2-Fluoro-6-hydroxyphenyl)-4-((3R)-3-methylpiperidin-4-yl)-5,6-dihydro-7H-pyrrolo[3,4-d]pyrimidin-7-one